tert-Butyl 2-(2-(3,5-difluorophenyl)acetyl)hydrazinecarboxylate FC=1C=C(C=C(C1)F)CC(=O)NNC(=O)OC(C)(C)C